(S)-N-(sec-butyl)-5-(3-cyclopropylpyrazolo[1,5-a]pyrimidin-5-yl)-7H-pyrrolo[2,3-d]pyrimidin-2-amine [C@H](C)(CC)NC=1N=CC2=C(N1)NC=C2C2=NC=1N(C=C2)N=CC1C1CC1